N1C(=NC2=C1C=CC=C2)C2=CC(=NN2)NC(C2=CC(=C(C=C2)OCCN2CCOCC2)Cl)=O N-[5-(1H-benzimidazol-2-yl)-1H-pyrazol-3-yl]-3-chloro-4-(2-morpholinoethoxy)benzamide